NC1=NC=NC=N1 2-Amino-1,3,5-triazine